C(C)(=O)C1=NN(C2=CC=C(C=C12)C(=O)OC)CC(=O)N(C(C)C)CC(=O)NCC1=C(C(=CC=C1)Cl)F methyl 3-acetyl-1-(2-((2-((3-chloro-2-fluorobenzyl)amino)-2-oxoethyl)(isopropyl)amino)-2-oxoethyl)-1H-indazole-5-carboxylate